5'-prenylquercetin C(C=C(C)C)C=1C(=C(C=C(C=2OC=3C=C(C=C(C3C(C2O)=O)O)O)C1)O)O